FC(=C1CCC=2C(=C(C=CC12)C1=C2C(=C(N=N1)N[C@H]1CN(CCC1)C)COCC2)O)F (R)-1-(difluoromethylene)-5-(4-((1-methylpiperidin-3-yl)amino)-7,8-dihydro-5H-pyrano[3,4-d]pyridazin-1-yl)-2,3-dihydro-1H-inden-4-ol